C1(CC1)C1=C(C(=NO1)C1=C(C=NC=C1Cl)Cl)COC12CCC(CC1)(CC2)COC2=NN(C=C2C)CC 3-((4-((5-Cyclopropyl-3-(3,5-dichloropyridin-4-yl)isoxazol-4-yl)methoxy)bicyclo[2.2.2]octan-1-yl)methoxy)-1-ethyl-4-methyl-1H-pyrazol